C(C)(C)(C)OC(NC1CCN(CC1)C1=CC=C(C=C1)NCCC#N)=O {1-[4-(2-Cyano-ethylamino)-phenyl]-piperidin-4-yl}-carbamic acid tert-butyl ester